tert-butyl-3-(5-(2-((4-(trifluoromethyl)phenyl)amino)phenyl)-1,3,4-oxadiazol-2-yl)pyrrolidine-1-carboxylate C(C)(C)(C)OC(=O)N1CC(CC1)C=1OC(=NN1)C1=C(C=CC=C1)NC1=CC=C(C=C1)C(F)(F)F